NC1=NC=C(C=C1C(=O)NC(C)C)C1=C(C=C(C=C1)NC(C(O)C1=CC(=CC(=C1)F)F)=O)C 2-amino-5-[4-[[2-(3,5-difluorophenyl)-2-hydroxy-acetyl]amino]-2-methyl-phenyl]-N-isopropyl-pyridine-3-carboxamide